C(C1=CC=C(N)C=C1)C1=CC=C(N)C=C1 4,4'-methylenebisaniline